benzyl (S)-2,2-difluoro-6-(4-(methoxycarbonyl) phenyl)-7-azaspiro[3.5]nonan-7-carboxylate FC1(CC2(C1)C[C@H](N(CC2)C(=O)OCC2=CC=CC=C2)C2=CC=C(C=C2)C(=O)OC)F